C(=O)(O)CC=1C(NC(N([C@]2([C@H](O)[C@H](O)[C@@H](CO)O2)CN)C1)=S)=O 5-carboxymethyl-aminomethyl-2-thio-uridine